O1[C@H](CCC1)CN1N=C(C2=CC=CC=C12)C(=O)OC methyl (R)-1-((tetrahydrofuran-2-yl)methyl)-1H-indazole-3-carboxylate